N-{[(2R)-1,4-dioxan-2-yl]methyl}-2-[(1-ethylpiperidin-4-yl)methyl]-8-(trifluoromethyl)-4,5-dihydro-2H-furo[2,3-g]indazole-7-carboxamide O1[C@@H](COCC1)CNC(=O)C1=C(C2=C(CCC3=CN(N=C23)CC2CCN(CC2)CC)O1)C(F)(F)F